C(CCCCCCCCCC)(=O)OC[C@@H](OC(CCCCCCCCCC)=O)COP(=O)(O)OCC[N+](C)(C)C 1,2-di-undecoyl-sn-glycero-3-phosphorylcholine